C1(=CC=CC=C1)[C@@H]1P[C@H](CC1)C1=CC=CC=C1 |r| (rac)-2,5-trans-diphenylphospholane